[K+].P(=O)([O-])([O-])[O-].OC=1[C@H](OC(C1O)=O)[C@H](CO)O.[K+].[K+] vitamin C phosphate potassium salt